OCC1=CC(=CC(=C1O)CO)C 2,6-Bis-(hydroxymethyl)-p-cresol